COC=1C=C(C=NC1)NC(OC[C@@H]1OC2=C(C1)C1=C(N=C(S1)C1=C3N=CC(=NC3=CC(=C1)C)OC)C=C2F)=O (R)-(5-fluoro-2-(2-methoxy-7-methylquinoxalin-5-yl)-7,8-dihydrobenzofuro[5,4-d]thiazol-7-yl)methyl (5-methoxypyridin-3-yl)carbamate